tetrahydrospiro[cyclopropane-1,5'-indene]-2'-carbaldehyde C1C(CC2CC3(CC=C12)CC3)C=O